Methyl (R)-2-(4-(3-((6-(3-(2-ethoxyphenoxy)piperidin-1-yl)pyrazin-2-yl)amino)-3-oxopropyl)phenyl)acetate C(C)OC1=C(O[C@H]2CN(CCC2)C2=CN=CC(=N2)NC(CCC2=CC=C(C=C2)CC(=O)OC)=O)C=CC=C1